CN1N=C(C(=C1)CN1CC2(C1)CNC2)C(F)(F)F 2-[[1-methyl-3-(trifluoromethyl)pyrazol-4-yl]methyl]-2,6-diazaspiro[3.3]heptane